2,2,4-trimethylhexamethylendiamine CC(CN)(CC(CCN)C)C